C(C1=CC=CC=C1)OC(=O)C=1C(=CC(=C(OC2C[C@H]3C([C@H]3C2)C(=O)OCC)C1)F)OC Ethyl (1R,3r,5S,6r)-3-(5-((benzyloxy)carbonyl)-2-fluoro-4-methoxyphenoxy)bicyclo[3.1.0]hexane-6-carboxylate